NC1=C(C2=C(S1)CC(CC2)F)C(=O)OC methyl 2-amino-6-fluoro-4,5,6,7-tetrahydrobenzo[b]thiophene-3-carboxylate